3-[3-(5-fluoro-2,4-dimethoxypyridin-3-yl)-1-[[2-(trimethylsilyl)ethoxy]methyl]pyrrolo[2,3-b]pyridin-6-yl]-1-[2-(4-methylpiperazin-1-yl)ethyl]urea FC=1C(=C(C(=NC1)OC)C1=CN(C2=NC(=CC=C21)NC(NCCN2CCN(CC2)C)=O)COCC[Si](C)(C)C)OC